1,1'-bis(2,4-dinitrophenyl)-4,4-bipyridine dichloride [Cl-].[Cl-].[N+](=O)([O-])C1=C(C=CC(=C1)[N+](=O)[O-])N1C=CC(C=C1)=C1C=CN(C=C1)C1=C(C=C(C=C1)[N+](=O)[O-])[N+](=O)[O-]